N1(C=NC=C1)C=1C=C2C(NC(O2)=O)=C(C1)C(=O)NC1CCC(CC1)OC 6-(1H-imidazol-1-yl)-N-((1r,4r)-4-methoxycyclohexyl)-2-oxo-2,3-dihydrobenzo[d]oxazole-4-carboxamide